Di-isobutyl dithiophosphate P(=S)(SCC(C)C)(OCC(C)C)[O-]